4-(2-((2-fluoro-4-((4-methylpiperidin-1-yl)methyl)phenyl)amino)-4-methoxy-7H-pyrrolo[2,3-d]pyrimidin-5-yl)-N,N-dimethylbenzene-sulfonamide FC1=C(C=CC(=C1)CN1CCC(CC1)C)NC=1N=C(C2=C(N1)NC=C2C2=CC=C(C=C2)S(=O)(=O)N(C)C)OC